C1CCN2N1C(C=CC2=O)=O 2,3-dihydro-1H-pyrazolo[1,2-a]pyridazine-5,8-dione